ClC=1C=C(C=CC1F)[C@H](NC(=O)N1[C@@H](C(NCC1)=O)C)[C@@H]1CC[C@H](CC1)C(F)(F)F (2R)-N-((R)-(3-chloro-4-fluorophenyl)(trans-4-(trifluoromethyl)-cyclohexyl)-methyl)-2-methyl-3-oxopiperazine-1-carboxamide